C(C)OC(=O)C1=CC(=NN1C1C(C(CC1)(C)C)=O)N1[C@@H](COCC1)C.N1(CCOCC1)CCCOC=1C=C(C=CC1)C(CCCC)=O 1-{3-[3-(Morpholine-4-yl)propoxy]phenyl}pentane-1-one ethyl-1-(3,3-dimethyl-2-oxocyclopentyl)-3-((R)-3-methylmorpholino)-1H-pyrazole-5-carboxylate